C1CCC(CC1)NCCS(=O)(=O)O The molecule is an alkanesulfonic acid that is cyclohexanamine in which one of the amino hydrogens is substituted by a 2-sulfoethyl group. It is used as a buffer (pH range of 8.6-10.0) for studying pH-dependent processes in enzymology. It has a role as a Good's buffer substance. It is an alkanesulfonic acid and a secondary aliphatic amine.